glycine aluminium hydroxide [OH-].[Al+3].NCC(=O)O.[OH-].[OH-]